(2R,3S)-1,2,3-butanetriol C([C@H]([C@H](C)O)O)O